ClC=1C(=C(C=CC1F)C(N1C[C@@H](N(C[C@H]1C)C=1C=2N=C(N(C2N2C(N1)=NN=C2)C[C@H]2OCCC2)C)C)C2CC(C2)(F)F)F 4-((2S,5R)-4-((3-chloro-2,4-difluorophenyl)(3,3-difluorocyclobutyl)methyl)-2,5-dimethylpiperazin-1-yl)-2-methyl-1-(((S)-tetrahydrofuran-2-yl)methyl)-1H-[1,2,4]triazolo[3,4-b]purine